ClC=1C=2CCCC2C(=C2CCCC12)N(C(OC(C)(C)C)=O)C=1OC=C(N1)C(NS(N(C)C)(=O)=O)=O tert-Butyl (8-chloro-1,2,3,5,6,7-hexahydro-s-indacen-4-yl)(4-((N,N-dimethylsulfamoyl)carbamoyl)oxazol-2-yl)carbamate